methyl piperazine-1-carboxylate HCl salt Cl.N1(CCNCC1)C(=O)OC